N-(2,6-dioxo-3-piperidyl)-4-fluoro-3-[3-[4-(4-nitrophenyl)piperazin-1-yl]-8-azaspiro[4.5]decan-8-yl]benzamide O=C1NC(CCC1NC(C1=CC(=C(C=C1)F)N1CCC2(CC(CC2)N2CCN(CC2)C2=CC=C(C=C2)[N+](=O)[O-])CC1)=O)=O